1-(4-(4-morpholinyl-6-(5-(morpholinylmethyl)thiophen-2-yl)-1,3,5-triazin-2-yl)phenyl)-3-(pyrazin-2-yl)urea N1(CCOCC1)C1=NC(=NC(=N1)C=1SC(=CC1)CN1CCOCC1)C1=CC=C(C=C1)NC(=O)NC1=NC=CN=C1